((2-bromo-4-fluorophenyl)amino)-4-(trifluoromethyl)benzoic acid ethyl ester C(C)OC(C1=C(C=C(C=C1)C(F)(F)F)NC1=C(C=C(C=C1)F)Br)=O